Methyl ((4-fluoro-5-isobutyl-3-(4-((2-(trifluoromethyl)-1H-imidazol-1-yl)methyl)phenyl)thiophen-2-yl)sulfonyl)carbamate FC=1C(=C(SC1CC(C)C)S(=O)(=O)NC(OC)=O)C1=CC=C(C=C1)CN1C(=NC=C1)C(F)(F)F